C(C)(C)(C)OC(NCC=1C(=C2N=CC=NC2=C(C1)C1=CC=C(C=C1)OC(F)(F)F)CO)=O ((5-(hydroxymethyl)-8-(4-(trifluoromethoxy)phenyl)quinoxalin-6-yl)methyl)carbamic acid tert-butyl ester